FC=1C=C(C=CC1)CC(=O)NC=1SC=CN1 2-(3-fluorophenyl)-N-(thiazol-2-yl)acetamide